C(#N)CN1C=CC(C=C1)=C1C=CN(C=C1)CC#N 1,1'-bis(cyanomethyl)-4,4'-bipyridyl